O=C1CN(C2=CC=C(C=C2N1)C1=C(C#N)C=CC=C1)C(C1=CC(=C(C(=C1)OC)OC)OC)=O 2-(3-oxo-1-(3,4,5-trimethoxybenzoyl)-1,2,3,4-tetrahydroquinoxalin-6-yl)benzonitrile